3-(2-pyrrolidino-1-methylethyl)-alpha-methylstyrene N1(CCCC1)CC(C)C=1C=C(C(=C)C)C=CC1